NCCCC[C@H]1C(N(CC2N(O[C@@H](C(N21)=O)CC(C)C)C(=O)OCC2CCCCC2)C[C@H](CC)C)=O (3R,6S)-cyclohexylmethyl 6-(4-aminobutyl)-3-isobutyl-8-((S)-2-methylbutyl)-4,7-dioxohexahydropyrazino[2,1-c][1,2,4]oxadiazine-1(6H)-carboxylate